Dodecylphosphocholin C(CCCCCCCCCCC)OP(=O)([O-])OCC[N+](C)(C)C